(R or S)-2-(4-(4-fluorobenzyl)-2-(2-isopropylphenyl)piperazin-1-yl)-7-azaspiro[3.5]nonane FC1=CC=C(CN2C[C@H](N(CC2)C2CC3(C2)CCNCC3)C3=C(C=CC=C3)C(C)C)C=C1 |o1:8|